4-isobutoxy-1-methyl-5-(1-(1-phenylethyl)-1H-pyrazol-4-yl)pyridin-2(1H)-one C(C(C)C)OC1=CC(N(C=C1C=1C=NN(C1)C(C)C1=CC=CC=C1)C)=O